(12R)-hydroxymethyl oleate C(CCCCCCC\C=C/CCCCCCCC)(=O)OCO